[Si](C1=CC=CC=C1)(C1=CC=CC=C1)(C(C)(C)C)OCCCCN(C(CCCCCOC(C(CCCCCCCC)CCCCCC)=O)CCCCCSCC(CCCCCC)OC(CCCCC(C)C)=O)C.ClC1=NC(=CC(=N1)Cl)N1N=CC(=C1)F 2,4-dichloro-6-(4-fluoro-1H-pyrazol-1-yl)pyrimidine 6-((4-((tert-Butyldiphenylsilyl)oxy)butyl)(methyl)amino)-11-((2-((6-methylheptan-oyl)oxy)octyl)thio)undecyl-2-hexyldecanoate